(1S,2S,3R,4S,5R)-3-amino-6,8-dioxabicyclo[3.2.1]octan-2-d-4-ol N[C@@H]1[C@@H]([C@H]2CO[C@@H]([C@H]1O)O2)[2H]